ON(C(=O)[C@H]1CN(CCO1)S(=O)(=O)C1=CC=C(C)C=C1)Cl (2z,2r)-N-hydroxy-4-(p-toluenesulfonyl)morpholine-2-carboxamido chloride